C(COCCOCCOCCOCCOCCOCCOCCO)O octaethylene glycol